C(CCS(=O)(=O)[O-])S(=O)(=O)OC(C)C(=O)OC 1-methoxycarbonylethyl 1,3-propanedisulfonate